(2E)-2-{2-[({[(1E)-1-(3-{[(E)-1-fluoro-2-phenylvinyl]oxy}phenyl)ethylidene]-amino}oxy)methyl]phenyl}-2-(methoxyimino)-N-methylacetamide F\C(=C\C1=CC=CC=C1)\OC=1C=C(C=CC1)\C(\C)=N\OCC1=C(C=CC=C1)\C(\C(=O)NC)=N/OC